1,2,4-trimethyl-1,3-pentanediol monoisobutyrate C(C(C)C)(=O)O.CC(C(C(C(C)C)O)C)O